2-bromo-3-fluoro-6-nitrobenzoyl chloride BrC1=C(C(=O)Cl)C(=CC=C1F)[N+](=O)[O-]